COCCOC=1C=C2C=NC=NC2=CC1OCCOC 6,7-bis(2-methoxyethoxy)quinazoline